methyl 6-((cyclopropylmethyl)carbamoyl)-3-(4,4,5,5-tetramethyl-1,3,2-dioxaborolan-2-yl)picolinate C1(CC1)CNC(=O)C1=CC=C(C(=N1)C(=O)OC)B1OC(C(O1)(C)C)(C)C